N-(2-(8-methoxy-3,4-dihydrobenzofuro[2,3-c]pyridin-2(1H)-yl)ethyl)tetrahydro-2H-pyran-4-carboxamide COC1=CC=CC2=C1OC=1CN(CCC12)CCNC(=O)C1CCOCC1